(3-(2H-tetrazol-5-yl)-bicyclo[1.1.1]pentan-1-yl)(2-(piperazin-1-yl)pyridin-4-yl)meth-anone N=1NN=NC1C12CC(C1)(C2)C(=O)C2=CC(=NC=C2)N2CCNCC2